O=C1NC(CCC1N1C(C2=CC=CC(=C2C1=O)NCCCCOCCCN1CCC(CC1)NC(OC(C)(C)C)=O)=O)=O tert-butyl (1-(3-(4-((2-(2,6-dioxopiperidin-3-yl)-1,3-dioxoisoindolin-4-yl)amino)butoxy)propyl)piperidin-4-yl)carbamate